FC1=C(C=C(C=C1)F)C=1C=C2C[C@@H](CC2=CC1)C(=O)N1CCC2=CC=C(C=C12)S(=O)(=O)N (R)-1-(5-(2,5-difluorophenyl)-2,3-dihydro-1H-indene-2-carbonyl)indoline-6-sulfonamide